ClC1=CC(=C(C=C1)C1(OC2=C(O1)C=CC=C2C2CCC(OC2)CC2=NC1=C(N2C[C@H]2OCC2)C=C(C=C1)C(=O)O)C)F 2-((5-(2-(4-chloro-2-fluorophenyl)-2-methylbenzo[d][1,3]dioxol-4-yl)tetrahydro-2H-pyran-2-yl)methyl)-1-(((S)-oxetan-2-yl)methyl)-1H-benzo[d]imidazole-6-carboxylic acid